P(=O)(O)(O)OC(C(=O)[O-])CO Phosphoglycerat